FC(C1=NN=C(O1)C1=CC(=C(CN(C=2C(C(C2OC)=O)=O)C2=CC=CC=C2)C=C1)F)F 3-((4-(5-(Difluoromethyl)-1,3,4-oxadiazol-2-yl)-2-fluorobenzyl)(phenyl)amino)-4-methoxycyclobut-3-ene-1,2-dione